N1=CN=C2N=CNC2=C1N[C@@H]1[C@H]([C@@H]([C@H]([C@@H](O1)CO)NC(CCNC)=O)O)O N-((2R,3R,4R,5S,6S)-6-((7H-purin-6-yl)amino)-4,5-dihydroxy-2-(hydroxymethyl)tetrahydro-2H-pyran-3-yl)-3-(methylamino)propanamide